1-(5-methylpyridin-3-yl)-5-(trifluoromethyl)-1H-pyrazole-4-carboxylic acid ethyl ester C(C)OC(=O)C=1C=NN(C1C(F)(F)F)C=1C=NC=C(C1)C